BrC1=C(N(C=2N(C1=O)N=C(N2)C=2CCOCCC2)CC(=O)NC2=C(C=C(C=C2)C(F)(F)F)Cl)CC 2-(6-bromo-5-ethyl-7-oxo-2-(2,3,6,7-tetrahydrooxepin-4-yl)-[1,2,4]triazolo[1,5-a]pyrimidin-4(7H)-yl)-N-(2-chloro-4-(trifluoromethyl)phenyl)acetamide